C(C1=CC=CC=C1)OC1=C2C(=C3[C@H](CN(C3=C1)C(=O)OC(C)(C)C)CCl)C(=CS2)C tert-butyl (8R)-4-(benzyloxy)-8-(chloromethyl)-1-methyl-7,8-dihydro-6H-thieno[3,2-e]indole-6-carboxylate